2,4-dihydroxy-3-nitroquinoline OC1=NC2=CC=CC=C2C(=C1[N+](=O)[O-])O